3-(1-oxo-5-(((1S,2R)-2-((pyridin-4-ylmethyl)amino)cyclopentyl)oxy)isoindolin-2-yl)piperidine-2,6-dione O=C1N(CC2=CC(=CC=C12)O[C@@H]1[C@@H](CCC1)NCC1=CC=NC=C1)C1C(NC(CC1)=O)=O